OC1CN(C1)CC=1C=C(C=C(C1)OCCCCCCCCC\C=C/C\C=C/CCCCCCCC(=O)[O-])OCCCCCCCCC\C=C/C\C=C/CCCCCCCC(=O)[O-] (9Z,9'Z,12Z,12'Z)-((5-((3-hydroxyazetidine-1-yl)methyl)-1,3-phenylene)bis(oxy))bis(butane-4,1-diyl)bis(octadeca-9,12-dienoate)